2-allyl-6-amino-1-isopropyl-1,2-dihydro-3H-indazol-3-one C(C=C)N1N(C2=CC(=CC=C2C1=O)N)C(C)C